(2s,3r)-2-(4,5-dihydroxy-2-methylphenyl)-5,7-dihydroxychroman-3-yl 2-fluoro-3,4,5-trihydroxybenzoate FC1=C(C(=O)O[C@H]2[C@@H](OC3=CC(=CC(=C3C2)O)O)C2=C(C=C(C(=C2)O)O)C)C=C(C(=C1O)O)O